C1(=CC=CC=C1)[C@H](CC1=NC=CC=C1)NC(=O)[C@H]1NCCC1 2-((S)-2-phenyl-2-((S)-pyrrolidine-2-carboxamido)ethyl)pyridine